C(C)(=O)C1=NC=CC(=C1)C=1C=C(C=2N(C1)C[C@H](N2)C)C(=O)N[C@H](C)C2=C(C(=CC=C2)C(F)F)F (2R)-6-(2-acetyl-4-pyridyl)-N-[(1R)-1-[3-(difluoromethyl)-2-fluoro-phenyl]ethyl]-2-methyl-2,3-dihydroimidazo[1,2-a]pyridine-8-carboxamide